tert-Butyl (S)-(1-(5-carbamoyl-4-((7-(cyclohex-1-en-1-yl)-3,3-dimethyl-2-oxoindolin-5-yl)amino)pyrimidin-2-yl)piperidin-3-yl)carbamate C(N)(=O)C=1C(=NC(=NC1)N1C[C@H](CCC1)NC(OC(C)(C)C)=O)NC=1C=C2C(C(NC2=C(C1)C1=CCCCC1)=O)(C)C